diethyl-silyl-amine C(C)N([SiH3])CC